C(C1=CC(=O)NC(=O)N1)(=O)O.C(=O)(O)NC=1N=NNC1 carboxyaminotriazole orotate